λ1-azanylbenzene [N]C1=CC=CC=C1